OC1=C(C2=C(N(C1=O)CC1=CC(=CC=C1)C(F)(F)F)C=CS2)C(=O)O 6-hydroxy-5-oxo-4-(3-(trifluoromethyl)benzyl)-4,5-dihydrothieno[3,2-b]pyridine-7-carboxylic acid